C(C(C)C)P(=S)(CC(C)C)SCC(C(=O)O)C 3-(diisobutyl-thiophosphoryl-mercapto)-2-methyl-propionic acid